NCC(CN1N=CN(C1=O)CC=1SC(=CC1)C=1C=NN(C1)CC1=CC=CC=C1)=C(F)F 2-[2-(aminomethyl)-3,3-difluoro-allyl]-4-[[5-(1-benzylpyrazol-4-yl)-2-thienyl]methyl]-1,2,4-triazol-3-one